C(CCC)C1=NC=2C(=C(N=NC2N)N(C)CC2=CC=C(C=C2)CN(C)C)N1C 2-butyl-N7-(4-((dimethylamino)methyl)benzyl)-N7,1-dimethyl-1H-imidazo[4,5-d]pyridazin-4,7-diamine